C(C)(C)(C)N1N=C(C=2C1=NC=NC2N)C=2NC1=CC(=CC=C1C2Cl)C 1-tert-Butyl-3-(3-chloro-6-methyl-1H-indol-2-yl)pyrazolo[3,4-d]pyrimidin-4-amine